2-methyl-9,10-bis(n-decyloxycarbonyloxy)anthracene CC1=CC2=C(C3=CC=CC=C3C(=C2C=C1)OC(=O)OCCCCCCCCCC)OC(=O)OCCCCCCCCCC